tert-butyl ((1R,3S)-3-((7-chloro-4-oxo-3-(2,2,2-trifluoroethyl)-3,4-dihydrophthalazin-1-yl)amino)cyclohexyl)carbamate ClC1=CC=C2C(N(N=C(C2=C1)N[C@@H]1C[C@@H](CCC1)NC(OC(C)(C)C)=O)CC(F)(F)F)=O